4-isopropyl-2,6-dimethylaniline hydrochloride Cl.C(C)(C)C1=CC(=C(N)C(=C1)C)C